tert-butyl 6-(4-(4-chloroquinolin-7-yl)-3-fluorobenzoyl)-2,6-diazaspiro[3.3]heptane-2-carboxylate ClC1=CC=NC2=CC(=CC=C12)C1=C(C=C(C(=O)N2CC3(CN(C3)C(=O)OC(C)(C)C)C2)C=C1)F